methyl 5-[3-(2-methoxy-4-methylsulfonyl-anilino)prop-1-ynyl]-3-(2,2,2-trifluoroethyl)-1H-indole-7-carboxylate COC1=C(NCC#CC=2C=C3C(=CNC3=C(C2)C(=O)OC)CC(F)(F)F)C=CC(=C1)S(=O)(=O)C